1,4-Xylen C1(=CC=C(C=C1)C)C